The molecule is a N-arylpiperazine, a quaternary ammonium salt, a piperazinium salt and an organic iodide salt. It has a role as a nicotinic acetylcholine receptor agonist. C[N+]1(CCN(CC1)C2=CC=CC=C2)C.[I-]